[3-Ethyl-7-methoxy-6-(1H-tetrazol-5-yl)-imidazo[1,2-a]pyridin-2-yl]-(5-methyl-thiophen-2-yl)-phenyl-methanol C(C)C1=C(N=C2N1C=C(C(=C2)OC)C2=NN=NN2)C(O)(C2=CC=CC=C2)C=2SC(=CC2)C